CN(C([S-])=S)C.CN(C([S-])=S)C.[Ni+2] nickel bis(dimethyl dithiocarbamate)